CC1=C(C(=O)OOC(C2=C(C=C(C=C2)C)C)=O)C=CC(=C1)C bis(2,4-dimethylbenzoyl) peroxide